1-(5-(chloromethyl)thiazol-2-yl)-3-ethylurea ClCC1=CN=C(S1)NC(=O)NCC